Methyl 5-acetamido-4,7,8,9-tetra-O-acetyl-2,3,5-trideoxy-2-chloro-D-glycero-β-D-galacto-2-nonulopyranosonate C(C)(=O)N[C@@H]1[C@H](C[C@@](C(=O)OC)(O[C@H]1[C@H](OC(C)=O)[C@H](OC(C)=O)COC(C)=O)Cl)OC(C)=O